C(C)OC(CCC(=O)C1=C(C2=C(S1)C=C(C(=C2)OCC(OCC)OCC)OC)C)=O.C(C)(C)C2=C(C=CC=C2)[C@H]2N(CCC2)C2CC1(C2)CCN(CC1)C1=CC=C(C(=O)N)C=C1 4-(2-((S)-2-(2-isopropylphenyl)pyrrolidin-1-yl)-7-azaspiro[3.5]nonan-7-yl)benzamide ethyl-4-(5-(2,2-diethoxyethoxy)-6-methoxy-3-methylbenzo[b]thiophen-2-yl)-4-oxobutanoate